(R)-N-(7-(1-(1-propenylpiperidin-3-yl)-4-amino-1H-pyrazolo[3,4-d]pyrimidin-3-yl)benzo[d][1,3]dioxol-4-yl)-4-(diethylamino)benzamide C(=CC)N1C[C@@H](CCC1)N1N=C(C=2C1=NC=NC2N)C2=CC=C(C1=C2OCO1)NC(C1=CC=C(C=C1)N(CC)CC)=O